3-(2,6-difluoro-4-methoxybenzyl)-5-methyl-7-(methylsulfonyl)-3,5,6,7,8,9-hexahydro-4H-pyrido[4',3':4,5]pyrrolo[2,3-d]pyridazin-4-one FC1=C(CN2N=CC3=C(C2=O)N(C2=C3CCN(C2)S(=O)(=O)C)C)C(=CC(=C1)OC)F